N1=C(C=CC=C1)C1=NC=CC=C1.N1=C(C=CC=C1)C1=NC=CC=C1.N1=C(C=CC=C1)C1=NC=CC=C1.[Ru+2] ruthenium (II) tris(bipyridine)